FC([C@@H]1CN(CC1)CCCC)F (R)-4-((S)-3-(difluoromethyl)pyrrolidine-1-yl)butane